S(C)(=O)(=O)[O-].NC1(C(=CC=CC1)C1=CC=CC=C1)[Pd+] (2-amino-1,1'-biphenyl-2-yl)palladium (II) mesylate